ClC=1C(N(N=CC1)C1OCCCC1)=O 4-chloro-2-tetrahydropyran-2-yl-pyridazin-3-one